N[C@@H](CO)C(=O)N1C[C@@]2(CC1)C(NC1=CC(=C(C=C12)Cl)Cl)=O (S)-1'-(L-Seryl)-5,6-dichlorospiro[indoline-3,3'-pyrrolidin]-2-one